ClC1=CC2=C(N(C(C(N2C)=O)=O)C2CCN(CC2)CC=2C=NN(C2)C(C)C)N=C1 7-Chloro-4-(1-((1-isopropyl-1H-pyrazol-4-yl)methyl)piperidin-4-yl)-1-methyl-1,4-dihydropyrido[2,3-b]pyrazine-2,3-dione